13-chloro-10-(2,6-difluoro-4-{[2-(methylamino)ethyl]amino}phenyl)-8-methyl-6,8,10-triazatricyclo[9.4.0.02,7]pentadeca-1(11),2(7),3,5,12,14-hexaen-9-one ClC1=CC=2N(C(N(C=3N=CC=CC3C2C=C1)C)=O)C1=C(C=C(C=C1F)NCCNC)F